N1N=NC(=C1)N1CCN(CC1)CCC(C=CC=C)=C 1-(4-(triazolyl)-1-piperazinyl)-3-methylenehept-4,6-diene